tin format C(=O)[O-].[Sn+4].C(=O)[O-].C(=O)[O-].C(=O)[O-]